C(C)(C)(C)C1=CC=C(N(C2=CC=C(C=C2)C=2SC(=CC2)[Sn](CCCC)(CCCC)CCCC)C2=CC=C(C=C2)C)C=C1 4-(tert-butyl)-N-(p-tolyl)-N-(4-(5-(tributylstannyl)thiophen-2-yl)phenyl)aniline